F\C(\C(=O)NC=1C=C2C(=NC=NC2=CC1OC)NC1=C(C=C(C(=C1)C)OC1=CC=C2C=NN(C2=C1)C)OC)=C/[C@@H]1N(CCC1)C (R,Z)-2-fluoro-N-(7-methoxy-4-((2-methoxy-5-methyl-4-((1-methyl-1H-indazol-6-yl)oxy)phenyl)amino)quinazolin-6-yl)-3-(1-methylpyrrolidin-2-yl)acrylamide